C[Sn](C1=CC=CC=C1)(C1=CC=CC=C1)C dimethyldiphenyl-tin